3-(3,5-di-tert.-butyl-4-hydroxyphenyl)propionic acid methyl ester COC(CCC1=CC(=C(C(=C1)C(C)(C)C)O)C(C)(C)C)=O